2-(3-(perfluorophenyl)-1H-1,2,4-triazol-5-yl)pyridine FC1=C(C(=C(C(=C1F)F)F)F)C1=NNC(=N1)C1=NC=CC=C1